heptadecane-7,11-diol CCCCCCC(CCCC(CCCCCC)O)O